2-bromo-3-(chloromethyl)-9-fluoro-7-(methoxymethyl)-6,7-dihydro-1H,5H-pyrido[3,2,1-ij]quinolin-1-one BrC1=C(N2C3=C(C=C(C=C3C1=O)F)C(CC2)COC)CCl